potassium N-hydroxy-methyl-N-methyl-dithiocarbamate ON(C([SH-]C)=S)C.[K+]